C(C)OC(=O)C1=C(C2=C(S1)C(=CC=C2Br)F)C2=NC1=C(N2)C(=C(C=C1)C(N)=O)OC 4-bromo-3-(6-carbamoyl-7-methoxy-1H-benzo[d]imidazol-2-yl)-7-fluoro-benzo[b]thiophene-2-carboxylic acid ethyl ester